2-methoxy-5-[2-(propan-2-yl)-6-[4-fluoro-3-(trifluoromethyl)phenyl]imidazo[1,2-a]pyrazin-3-yl]phenol COC1=C(C=C(C=C1)C1=C(N=C2N1C=C(N=C2)C2=CC(=C(C=C2)F)C(F)(F)F)C(C)C)O